NC[C@]1([C@H]([C@@H](N([C@H]1CC(C)(C)C)CC)C(=O)N)C1=CC(=CC=C1)OC)C1=C(C=C(C=C1)Cl)F (2R,3R,4S,5S)-4-(aminomethyl)-4-(4-chloro-2-fluorophenyl)-1-ethyl-3-(3-methoxyphenyl)-5-neopentylpyrrolidine-2-carboxamide